di(phenyl)(dimethylfluorenyl)[di(phenyl)triazinylphenyl]dibenzoselenophene C1(=CC=CC=C1)C1=C(C(=C(C2=C1[Se]C1=C2C=CC=C1)C1=C(C(=C(C=C1)C1=CC=CC=C1)C1=CC=CC=C1)C1=NN=NC=C1)C1=C(C(=CC=2C3=CC=CC=C3CC12)C)C)C1=CC=CC=C1